2,2-dimethyl-6-[1H,2H,3H,4H,5H,6H-pyrrolo[3,4-c]pyrrole-2-sulfonyl]-3,4-dihydro-2H-1,4-benzoxazine TFA salt OC(=O)C(F)(F)F.CC1(OC2=C(NC1)C=C(C=C2)S(=O)(=O)N2CC=1CNCC1C2)C